1-(4-(4-(5-(2-chloro-6-(trifluoromethyl)phenyl)-4,5-dihydroisoxazol-3-yl)thiazol-2-yl)piperidin-1-yl)-2-((6-(trifluoromethyl)pyridazin-3-yl)oxy)ethan-1-one ClC1=C(C(=CC=C1)C(F)(F)F)C1CC(=NO1)C=1N=C(SC1)C1CCN(CC1)C(COC=1N=NC(=CC1)C(F)(F)F)=O